L-3-mercaptopropyl-trimethoxysilane SCCC[Si](OC)(OC)OC